3-(trifluoromethyl)pyrazole FC(C1=NNC=C1)(F)F